C(C)(C)(C)OC(=O)N1CC=2N(CCC1)N=C(C2)C(N)=O.CN2C=NC=C2C2=CC1=C(N=C(O1)C1=CC(=NC=C1)C=O)C=C2 (4-(6-(1-methyl-1H-imidazol-5-yl)benzo[d]oxazol-2-yl)pyridin-2-yl)methanone tert-butyl-2-carbamoyl-7,8-dihydro-4H-pyrazolo[1,5-a][1,4]diazepine-5(6H)-carboxylate